O=C1N(C2=CC=CC=C2C12CC2)C(=O)[O-] oxospiro[cyclopropane-1,3'-indoline]-1'-carboxylate